CC(NP(=O)(O)OP(=O)O)C Dimethyl-MethylaminoDiphosphonic Acid